(2-(ethylsulfanyl)phenyl)-4,4-bis(7-methyl-1H-indol-3-yl)butyramide tert-butyl-1-((4-chlorophenoxy)methyl)-4-formyl-7-azabicyclo[2.2.1]heptane-7-carboxylate C(C)(C)(C)OC(=O)N1C2(CCC1(CC2)C=O)COC2=CC=C(C=C2)Cl.C(C)SC2=C(C=CC=C2)C(C(=O)N)CC(C2=CNC1=C(C=CC=C21)C)C2=CNC1=C(C=CC=C21)C